Cl.C(C)C1=C(C=CC(=C1)C)S(=O)(=O)OC1CCC(CC1)N ((1R,4R)-4-aminocyclohexyl) ethyl-4-methylbenzenesulfonate hydrochloride